NC=1N=C(SC1C(C1=CC=C(C=C1)OCC(=O)NCC1=CC=C(C=C1)Cl)=O)N(C1=CC=C(C=C1)F)C(C(=O)N)C (N-[4-Amino-5-[4-[2-[(4-chlorophenyl)methylamino]-2-oxoethoxy]benzoyl]thiazol-2-yl]-4-fluoroanilino)propanamid